3-chloro-N-[4-[2-(5-chloro-3-pyridyl)ethynyl]-2,6-difluoro-phenyl]2-methyl-benzenesulfonamide ClC=1C(=C(C=CC1)S(=O)(=O)NC1=C(C=C(C=C1F)C#CC=1C=NC=C(C1)Cl)F)C